(S)-4-((6-(2-hydroxy-6-methyl-4-(trifluoromethyl)phenyl)-3-methyl-2H-pyrazolo[3,4-b]pyridin-2-yl)methyl)-1-methylpyrrolidin-2-one OC1=C(C(=CC(=C1)C(F)(F)F)C)C=1C=CC=2C(N1)=NN(C2C)C[C@H]2CC(N(C2)C)=O